OC(CC(=O)O)(CCCC)C 3-hydroxy-3-methylheptanoic acid